Bis(6-methylheptyl)hexandioat CC(CCCCCOC(CCCCC(=O)OCCCCCC(C)C)=O)C